N1N=CC(=C1)C1=C2C=NNC2=CC=C1 4-(1H-pyrazol-4-yl)-1H-indazole